ClC=1C=C(C=CC1Cl)C1=CC=C(C=C1)CCNC([C@H](CC)NC(OC(C)(C)C)=O)=O (S)-tert-butyl (1-((2-(3',4'-dichloro-[1,1'-biphenyl]-4-yl)ethyl) Amino)-1-oxobutan-2-yl)carbamate